C(=C)OC(CCCCC)=O hexanoic acid vinylester